N2,N2,N6,N6-tetrakis(2-methoxyethyl)-8-(4-methoxypiperidin-1-yl)-N4-methyl-N4-propylpyrimido[5,4-d]pyrimidine-2,4,6-triamine COCCN(C=1N=C(C2=C(N1)C(=NC(=N2)N(CCOC)CCOC)N2CCC(CC2)OC)N(CCC)C)CCOC